FC1=CC=C(C=C1)C1=CC2(CNC2)C1 6-(4-fluorophenyl)-2-azaspiro[3.3]hept-5-ene